2-[4-[N-methyl-4-[4-(methylamino)butan-2-yl]anilino]phenoxy]pyrido[3,4-d]pyrimidin-4-ol CN(C1=CC=C(C=C1)C(C)CCNC)C1=CC=C(OC=2N=C(C3=C(N2)C=NC=C3)O)C=C1